C(C)(C)(C)OC(=O)N1[C@@H](CC(C1)(F)F)C(=O)O (S)-1-(T-butoxycarbonyl)-4,4-difluoropyrrolidine-2-carboxylic acid